C(CC)C1=NC(=C2NC=NC2=N1)N propyladenine